N-(3-(((2-((4-(4-(4-(2,6-dioxopiperidin-3-yl)-3-fluorobenzyl)piperazin-1-yl)phenyl)amino)-5-(trifluoromethyl)pyrimidin-4-yl)amino)methyl)pyrazin-2-yl)-N-methylmethanesulfonamide O=C1NC(CCC1C1=C(C=C(CN2CCN(CC2)C2=CC=C(C=C2)NC2=NC=C(C(=N2)NCC=2C(=NC=CN2)N(S(=O)(=O)C)C)C(F)(F)F)C=C1)F)=O